N-(3-(N-(2-cyano-6-(trifluoromethyl)phenyl)sulfamoyl)-4-methoxyphenyl)-5-phenyloxazole-2-carboxamide C(#N)C1=C(C(=CC=C1)C(F)(F)F)NS(=O)(=O)C=1C=C(C=CC1OC)NC(=O)C=1OC(=CN1)C1=CC=CC=C1